ClC=1C=C(C=C(C1)F)NC=1N(C2=NC(=NC=C2N1)NC(C)C)C1CCNCC1 N8-(3-chloro-5-fluorophenyl)-N2-isopropyl-9-(piperidin-4-yl)-9H-purine-2,8-diamine